sulfosuccinimidyl-4-(maleimidophenyl)-butyrate S(=O)(=O)(O)C(C(=O)[O-])(CCC1=C(C=CC=C1)N1C(C=CC1=O)=O)N1C(CCC1=O)=O